7-(4-methoxyphenyl)-1-methyl-1H-pyrazolo[3,4-d]pyridazin-4-ol COC1=CC=C(C=C1)C=1N=NC(=C2C1N(N=C2)C)O